ClC1=CC=C(C(=N1)C(=O)O)N[C@H](C)C1=C2N=C(C(=NC2=CC(=C1)C)C#N)N1C(CC(CC1)(F)F)C 6-chloro-3-(((1R)-1-(2-cyano-3-(4,4-difluoro-2-methylpiperidin-1-yl)-7-methylquinoxalin-5-yl)ethyl)amino)picolinic acid